6-(2,6-dichlorophenyl)-8-methyl-2-((6-(2-(piperazin-1-yl)ethoxy)-5-(1H-tetrazol-5-yl)pyridazin-3-yl)amino)pyrido[2,3-d]pyrimidin-7(8H)-one ClC1=C(C(=CC=C1)Cl)C1=CC2=C(N=C(N=C2)NC=2N=NC(=C(C2)C2=NN=NN2)OCCN2CCNCC2)N(C1=O)C